ClCCCS(=O)(=O)NC1=NN(C=C1)C(=O)OC(C)(C)C tert-Butyl 3-(3-chloropropanesulfonamido)-1H-pyrazole-1-carboxylate